(+)-2-Bornyl Alcohol C12(C(CC(CC1)C2(C)C)O)C